FC(C(=O)O)(F)F.NC1CCN(CC1)C1=NC(=C2N=CN(C2=N1)C(C)C)NCC1=C(C=CC=C1)N1N=C(C=C1)N1CCOCC1 2-(4-aminopiperidin-1-yl)-9-isopropyl-N-({2-[3-(morpholin-4-yl)pyrazol-1-yl]phenyl}methyl)purin-6-amine trifluoroacetic acid salt